N-(5-(2-(4,4-dimethylpentyl)morpholino)-4-(2,6-dimethylphenyl)thiazole-2-Yl)-2-Fluoropyridine-4-sulfonamide CC(CCCC1OCCN(C1)C1=C(N=C(S1)NS(=O)(=O)C1=CC(=NC=C1)F)C1=C(C=CC=C1C)C)(C)C